(S)-N-((8-fluoroquinoxalin-6-yl)methyl)-4-(3-methylpiperazin-1-yl)pyridin-3-amine FC=1C=C(C=C2N=CC=NC12)CNC=1C=NC=CC1N1C[C@@H](NCC1)C